FC1=C(C(=C(C(=C1[B-](C1=C(C(=C(C(=C1F)F)F)F)F)(C1=C(C(=C(C(=C1F)F)F)F)F)C1=C(C(=C(C(=C1F)F)F)F)F)F)F)F)F.C(CCCCCCCC)N(C1=CC=CC=C1)CCCCCCCCC N,N-dinonylaniline tetrakis(pentafluorophenyl)borate